C(C)(C)C1=CN(C=2C1=NC(=CC2)CC2=C(C=C(N)C=C2C)C)S(=O)(=O)C2=CC=C(C=C2)C 4-[[3-isopropyl-1-(p-tolylsulfonyl)pyrrolo[3,2-b]pyridin-5-yl]methyl]-3,5-dimethyl-aniline